2-aza-spiro[4.5]decane C1NCCC12CCCCC2